C(C1=CC=CC=C1)[C@@](CC1(CC1)F)(C)NC(=O)C=1C=NC2=C(C=CC=C2C1)F N-[(1R)-1-benzyl-2-(1-fluorocyclopropyl)-1-methyl-ethyl]-8-fluoro-quinoline-3-carboxamide